N1=C(C=CC=C1)[C@@H](C)O (R)-1-(pyridin-2-yl)ethan-1-ol